NC1=C(C(=C(OC=2N=C(SC2C2=NC(=NC=C2)N[C@@H]2CN(C[C@H](C2)F)C(=O)OC(C)(C)C)C)C=C1)Cl)Cl tert-butyl (3S,5S)-3-[[4-[4-(4-amino-2,3-dichloro-phenoxy)-2-methyl-thiazol-5-yl]pyrimidin-2-yl]amino]-5-fluoro-piperidine-1-carboxylate